tert-butyl 4-((3R)-11-(5-chloro-2,4-difluorophenyl)-3-(2-methoxyethoxy)-6-oxo-10-(trifluoromethyl)-3,4-dihydro-2H,6H-[1,4]thiazepino[2,3,4-ij]quinazolin-8-yl)piperazine-1-carboxylate ClC=1C(=CC(=C(C1)C1=C(C=C2C(=NC(N3C2=C1SC[C@@H](C3)OCCOC)=O)N3CCN(CC3)C(=O)OC(C)(C)C)C(F)(F)F)F)F